O[C@@H]1C[C@H](N(C1)C([C@H](C(C)(C)C)NC(=O)CCC(=O)O)=O)C(N[C@@H](C)C1=CC=C(C=C1)C1=C(N=CS1)C)=O 3-{[(2S)-1-[(2S,4R)-4-hydroxy-2-{[(1S)-1-[4-(4-methyl-1,3-thiazol-5-yl)phenyl]ethyl]carbamoyl}pyrrolidin-1-yl]-3,3-dimethyl-1-oxobutan-2-yl]carbamoyl}propanoic acid